COC1=C(C=C(C=C1)C1=C(C=C(C=C1)C(=O)O)C)C(F)(F)F 4'-Methoxy-2-methyl-3'-(trifluoromethyl)-[1,1'-biphenyl]-4-carboxylic acid